BrC=1C=C2CN(C(C2=CC1)=O)N1C(CCCC1=O)=O (5-bromo-1-oxo-1,3-dihydro-isoindol-2-yl)-piperidine-2,6-dione